C(=O)OC1=C(C(=CC(=C1)C(F)(F)F)C1CC1)C1=C2C(=C(N=N1)N[C@H]1CN(CCC1)C)C=NC=C2 3-Cyclopropyl-2-[4-[[(3R)-1-methyl-3-piperidinyl]amino]pyrido[3,4-d]pyridazin-1-yl]-5-(trifluoromethyl)phenol formate